Cl.C(C)(=O)O[C@H]1[C@H](NC[C@@H]1O)CC1=CC=C(OCC(=O)N[C@H](C(=O)O)CCN)C=C1 (S)-2-(2-(4-(((2R,3S,4S)-3-Acetoxy-4-hydroxypyrrolidin-2-yl)methyl)phenoxy)acetamido)-4-aminobutanoic acid hydrochloride